N[C@@]1(CN(CC1)C1=C(C=NC(=C1C1=CC(=CC(=C1)F)F)C#N)C(=O)NC1CCO1)C 4-[(3S)-3-amino-3-methylpyrrolidin-1-yl]-6-cyano-5-(3,5-difluorophenyl)-N-(oxetan-4-yl)pyridine-3-carboxamide